C(C)OP(=O)(OCC)C(C1=CC=C2C=CC(=CC2=C1)C(=O)O)(F)F 7-((diethoxyphosphoryl)difluoromethyl)-2-naphthoic acid